N,N,N',N''-tetrakis-methoxymethyl-[1,3,5]triazine-2,4,6-triamine COCN(C1=NC(=NC(=N1)NCOC)NCOC)COC